C(C)C1(CC1)C1=NN=C2N1C(=C(N(C2=O)C[C@@H]2OCCCC2)C)C |r| Racemic-3-(1-ethylcyclopropyl)-5,6-dimethyl-7-(tetrahydropyran-2-ylmethyl)-[1,2,4]triazolo[4,3-a]pyrazin-8-one